3-(2-(((4-methoxybenzyl)sulfonyl)methyl)imidazo[1,2-a]pyridin-6-yl)-5-(trifluoromethyl)-1,2,4-oxadiazole COC1=CC=C(CS(=O)(=O)CC=2N=C3N(C=C(C=C3)C3=NOC(=N3)C(F)(F)F)C2)C=C1